CNS(=O)(=O)C=1C=NC(=C(C1)C=1N=CN(C1)C)NC1=CC(=CC=C1)S(F)(F)(F)(F)F N-methyl-5-(1-methyl-1H-imidazol-4-yl)-6-((3-(Pentafluoro-λ6-sulfanyl)phenyl)amino)pyridine-3-sulfonamide